ClC=1C=C(C=NC1Cl)O 5,6-dichloropyridin-3-ol